OC1=CC(=C(C=C1)C1=CC=C(C=C1)C1=N[C@H](C=2N(C3=C1C(=C(S3)C)C)C(=NN2)C)CC(=O)OC)C(F)(F)F methyl {(6S)-4-[4'-hydroxy-2'-(trifluoromethyl)[1,1'-biphenyl]-4-yl]-2,3,9-trimethyl-6H-thieno[3,2-f][1,2,4]triazolo[4,3-a][1,4]diazepin-6-yl}acetate